FC(CN1[C@@H](C2=CC=C3C(=C2C[C@H]1C)C=NN3)C3=CC=C(C=N3)NC3CN(C3)CCCF)F 6-((6s,8r)-7-(2,2-difluoroethyl)-8-methyl-6,7,8,9-tetrahydro-3H-pyrazolo[4,3-f]isoquinolin-6-yl)-N-(1-(3-fluoropropyl)azetidin-3-yl)pyridin-3-amine